methyl (8S)-2-[1-(trifluoromethyl)cyclopropanecarbonyl]-2,6-diazaspiro[3.4]octane-8-carboxylate FC(C1(CC1)C(=O)N1CC2(C1)CNC[C@H]2C(=O)OC)(F)F